2-(4-methylphenyl)-1H-indene CC1=CC=C(C=C1)C=1CC2=CC=CC=C2C1